2-[[3-[1-methyl-7-[4-(4-methylpiperazin-1-yl)anilino]-2-oxo-4H-pyrimido[4,5-d]pyrimidin-3-yl]azetidin-1-yl]methyl]prop-2-enoic acid CN1C(N(CC=2C1=NC(=NC2)NC2=CC=C(C=C2)N2CCN(CC2)C)C2CN(C2)CC(C(=O)O)=C)=O